C(#N)C=1C=CC=CC1C1=NC(=CC(=N1)C1=CC=CC=C1)C1=CC=CC=C1 5-cyano-6-(4,6-diphenylpyrimidin-2-yl)benzene